COC1=CC=C(C=C1)NC(=N)N1CCNCC1 N-(4-methoxyphenyl)piperazine-1-carboxamidine